(6-chloropyrimidin-4-yl)-5-(1-methylcyclopropoxy)-1-trityl-pyrazolo[3,4-c]pyridine ClC1=CC(=NC=N1)C1=NN(C2=CN=C(C=C21)OC2(CC2)C)C(C2=CC=CC=C2)(C2=CC=CC=C2)C2=CC=CC=C2